2-(4-(4-((1s,4s)-4-aminocyclohexylamino)-2-(3,5-dichlorophenylamino)pyrimidin-5-yl)-1H-pyrazol-1-yl)ethanol NC1CCC(CC1)NC1=NC(=NC=C1C=1C=NN(C1)CCO)NC1=CC(=CC(=C1)Cl)Cl